FC=1C=CC(=C(C1)[C@@H](NC(C1=CC(=CC(=C1)C1=NC=C(C=N1)N1CCNCC1)C)=O)C=1NC2=CC=CC=C2C1)O (R)-N-((5-fluoro-2-hydroxyphenyl)(1H-indol-2-yl)methyl)-3-methyl-5-(5-(piperazin-1-yl)pyrimidine-2-yl)benzamide